5-(n-pentoxy)-bicyclo[2.2.1]hept-2-ene C(CCCC)OC1C2C=CC(C1)C2